methyl 3-((tert-butoxycarbonyl) amino)-4-methylthiophene-2-carboxylate C(C)(C)(C)OC(=O)NC1=C(SC=C1C)C(=O)OC